ClC1=C(C=C(OCC(=O)NC23CCC(CC2)(CC3)NC(=O)C3=NC=CC(=C3)CNC(OC(C)(C)C)=O)C=C1)F tert-butyl {[2-({4-[2-(4-chloro-3-fluorophenoxy)acetamido]bicyclo[2.2.2]octan-1-yl}carbamoyl)pyridin-4-yl]methyl}carbamate